4-(N-((1-benzylpiperidin-4-yl)methyl)sulfamoyl)-N-hydroxybenzoamide C(C1=CC=CC=C1)N1CCC(CC1)CNS(=O)(=O)C1=CC=C(C(=O)NO)C=C1